C1(C=CC=C1)CC[Ru](=C=O)=C=O cyclopentadienylethyl-(dicarbonyl)ruthenium